BrC1=C(C(=NC=C1)N)OC(C(F)F)C 4-bromo-3-((1,1-difluoropropan-2-yl)oxy)pyridin-2-amine